NC=1C(N(C=CC1)C(=O)OC(C)(C)C)S(=O)(=O)O tert-butyl 3-aminosulfopyridine-1-carboxylate